1,3,5-tri(4-formylphenyl)triazine C(=O)C1=CC=C(C=C1)N1NN(CC(=C1)C1=CC=C(C=C1)C=O)C1=CC=C(C=C1)C=O